NC=1CC(=CC2=C(N1)C=C(S2)CCC2CCNCC2)C(=O)N(CCC)OCC 5-amino-N-ethoxy-2-[2-(4-piperidinyl)ethyl]-N-propyl-6H-thieno[3,2-b]azepin-7-carboxamide